2-((2-bromo-2'-methyl-3'-(3-(4-methylpiperazin-1-yl)propyl)-[1,1'-biphenyl]-3-yl)methoxy)-4,6-dimethoxypyrimidine-5-carbaldehyde BrC1=C(C=CC=C1COC1=NC(=C(C(=N1)OC)C=O)OC)C1=C(C(=CC=C1)CCCN1CCN(CC1)C)C